C(CCC)S([O-])=S butanethiosulfinate